[SH3+].CC1=C(C(=O)[O-])C=CC=C1 o-methylbenzoate sulfonium salt